ClC1=NC2=CC(=C(C=C2C=N1)Cl)N1CCN(CC1)C1(C(COC1)O)C 4-(4-(2,6-dichloroquinazolin-7-yl)piperazin-1-yl)-4-methyltetrahydrofuran-3-ol